O=C1C(CC2=CC(=CC=C12)C(=O)OC)=O methyl 1,2-dioxo-2,3-dihydro-1H-indene-5-carboxylate